2-(1-(cyclopropylmethyl)-7-(1-((1R,4R)-4-hydroxycyclohexane-1-carbonyl)azetidin-3-yl)-1H-indol-2-yl)-4-methoxy-3-methylpyrazolo[1,5-a]pyridine-6-carboxylic acid C1(CC1)CN1C(=CC2=CC=CC(=C12)C1CN(C1)C(=O)C1CCC(CC1)O)C1=NN2C(C(=CC(=C2)C(=O)O)OC)=C1C